N-cyclopropyl-2-(difluoromethoxy)-6-methoxy-4-[7-[2-[2-(methoxymethyl)morpholin-4-yl]ethoxy]imidazo[1,2-a]pyridin-3-yl]benzamide C1(CC1)NC(C1=C(C=C(C=C1OC)C1=CN=C2N1C=CC(=C2)OCCN2CC(OCC2)COC)OC(F)F)=O